tert-butyl (S)-1-(methoxy (methyl) amino)-1-oxopropan-2-ylcarbamate CON(C([C@H](C)NC(OC(C)(C)C)=O)=O)C